(S)-4-((S)-5-chloro-6-fluoro-2-phenyl-2-((S)-pyrrolidin-2-yl)-2,3-dihydrobenzofuran-4-yl)-5-fluoro-6-(2-hydroxyethoxy)nicotinaldehyde ClC=1C(=CC2=C(C[C@@](O2)([C@H]2NCCC2)C2=CC=CC=C2)C1C1=C(C(=NC=C1C=O)OCCO)F)F